1-[2-[2-(8-chloro-4-oxo-chromen-2-yl)-5-methyl-phenoxy]ethyl]imidazolidin-2-one ClC=1C=CC=C2C(C=C(OC12)C1=C(OCCN2C(NCC2)=O)C=C(C=C1)C)=O